8,8'-(((1S,2R)-2-HYDROXYCYCLOPENTYL)AZANEDIYL)BIS(N,N-DIDECYLOCTANAMIDE) O[C@H]1[C@H](CCC1)N(CCCCCCCC(=O)N(CCCCCCCCCC)CCCCCCCCCC)CCCCCCCC(=O)N(CCCCCCCCCC)CCCCCCCCCC